1,2-benzothiazole-3-carbonyl chloride S1N=C(C2=C1C=CC=C2)C(=O)Cl